COC(C(CCCC(=O)O)=O)=O 6-methoxy-5,6-dioxohexanoic acid